N1[C@@H](CCC1)[C@H]1OCCC2=CC(=CC=C12)C1=NC=CC=C1 2-((S)-1-((S)-pyrrolidin-2-yl)isochroman-6-yl)pyridine